ClC=1N=C(C2=C(N1)CC[S@]2=O)NC=2C=C(C(=O)OC)C=CC2 |r| Methyl (R/S)-3-((2-chloro-5-oxido-6,7-dihydrothieno[3,2-d]pyrimidin-4-yl)amino)benzoate